ClC1=CC=C(OCC2OC2)C=C1 2-((4-chlorophenoxy)methyl)oxirane